5'-(4-(3-methyl-9H-carbazol-9-yl)phenyl)-[1,1':2',1''-terphenyl]-3'-carbonitrile CC=1C=CC=2N(C3=CC=CC=C3C2C1)C1=CC=C(C=C1)C=1C=C(C(=C(C1)C1=CC=CC=C1)C1=CC=CC=C1)C#N